CN(CCN(C1=C(C=C(C(=C1)OC)NC1=NC=CC(=N1)N1CC2(C3=NC(=CC=C31)C)CN(C2)C)[N+](=O)[O-])C)C N1-(2-(dimethylamino)ethyl)-N4-(4-(1,5'-dimethylspiro[azetidin-3,3'-pyrrolo[3,2-b]pyridin]-1'(2'H)-yl)pyrimidin-2-yl)-5-methoxy-N1-methyl-2-nitrobenzene-1,4-diamine